sulfobutyl-methylimidazolium S(=O)(=O)(O)CCCC[N+]1=C(NC=C1)C